NC(CCN(NC([C@@H](CC1CCCCC1)NC(=O)C=1NC2=CC=CC=C2C1)=O)C(CCl)=O)=O N-[(1R)-2-[2-(3-Amino-3-oxo-propyl)-2-(2-chloroacetyl)hydrazino]-1-(cyclohexylmethyl)-2-oxo-ethyl]-1H-indole-2-carboxamide